ClC1=C(C=C(C=C1N)C)NC1=C(C=CC=C1)F 2-chloro-N1-(2-fluorophenyl)-5-methylbenzene-1,3-diamine